5-Methyl-2-aza-bicyclo[3.1.0]hexane-3-carboxylic acid (6-bromo-3-cyclopropyl-pyridin-2-yl)-amide hydrochloride Cl.BrC1=CC=C(C(=N1)NC(=O)C1NC2CC2(C1)C)C1CC1